C1(CC1)C=1C(=NC(=NC1C=1C=NN(C1)C)OC1=C(C=C(C=C1)S(=O)(=O)C)F)NC1=NN(C(=C1)C)C1OCCCC1 5-cyclopropyl-2-(2-fluoro-4-(methylsulfonyl)phenoxy)-N-(5-methyl-1-(tetrahydro-2H-pyran-2-yl)-1H-pyrazol-3-yl)-6-(1-methyl-1H-pyrazol-4-yl)pyrimidin-4-amine